2,4-dinitrobenzaldehyde oxime [N+](=O)([O-])C1=C(C=NO)C=CC(=C1)[N+](=O)[O-]